[O-2].[Ag+].[Mn+2] manganese-silver oxide